methyl-3-isocyanato-1,5,5-trimethyl-cyclohexan CC1(CC(CC(C1)(C)C)N=C=O)C